NC/C(/COC1=CC=C(C=C1)S(=O)(=O)CC1CCC(CC1)C(=O)NC(C)C)=C\F (E)-4-(((4-((2-(aminomethyl)-3-fluoroallyl)oxy)phenyl)sulfonyl)methyl)-N-isopropylcyclohexane-1-carboxamide